4-amino-N-((3R)-6-chloro-2,3-dihydro-1-benzofuran-3-yl)-N-methyl-1,3-dihydrofuro[3,4-c]-[1,7]naphthyridine-8-carboxamide NC1=NC=2C=NC(=CC2C2=C1COC2)C(=O)N(C)[C@H]2COC1=C2C=CC(=C1)Cl